3-methyl-butyramide CC(CC(=O)N)C